2-(1-(4-fluorobenzyl)-4-hydroxy-2-oxo-1,2-dihydro-1,8-naphthyridine-3-carboxamido)-2-methylpropanoic acid FC1=CC=C(CN2C(C(=C(C3=CC=CN=C23)O)C(=O)NC(C(=O)O)(C)C)=O)C=C1